C1=CC(=CC=2SC3=CC=CC=C3NC12)C(=O)C1=CC(=C2C=CC=CN12)C(C)=O 1-[3-(10H-phenothiazine-3-carbonyl)indolizin-1-yl]ethanone